(E)-3-(p-tolyl)-N-(1H-pyrazol-3-yl)-N-(tetrahydrothiophen-2-ylmethyl)prop-2-enamide C1(=CC=C(C=C1)/C=C/C(=O)N(CC1SCCC1)C1=NNC=C1)C